N=1N(N=NC1)[C@H](CO)C (S)-2-(2H-tetrazol-2-yl)propan-1-ol